C(C)N1C(CNC=2C1=NC(=CN2)C=2C(=NC(=CC2)C2=NN=CN2)C)=O 1-Ethyl-7-(2-methyl-6-(4H-1,2,4-triazol-3-yl)pyridin-3-yl)-3,4-dihydropyrazino[2,3-b]Pyrazin-2(1H)-one